C1(=CC=CC=C1)[Se]C1C(C=2N(C=CN2)C1)=O 6-(phenylselanyl)-5,6-dihydro-7H-pyrrolo[1,2-a]imidazol-7-one